1-(2-(6-aminopyridin-3-yl)ethyl)-3-(3-((4-fluorophenyl)ethynyl)-4-(pyridin-4-yl)phenyl)urea NC1=CC=C(C=N1)CCNC(=O)NC1=CC(=C(C=C1)C1=CC=NC=C1)C#CC1=CC=C(C=C1)F